CC=1C=C(C=NNC2=C3N=CN(C3=NC(=N2)N2CCOCC2)CC(=O)C=2NC=CC2)C=CC1 2-(6-(2-(3-methylbenzylidene)hydrazinyl)-2-morpholino-9H-purin-9-yl)-1-(1H-pyrrol-2-yl)Ethan-1-one